2-[1-(2,2-difluoroethyl)-1H-pyrazolo[3,4-b]pyrazin-6-yl]-6-[4-(trifluoromethyl)pyridin-2-yl]-2,6-diazaspiro[3.5]nonane FC(CN1N=CC=2C1=NC(=CN2)N2CC1(C2)CN(CCC1)C1=NC=CC(=C1)C(F)(F)F)F